tert-butyl-(1-(2-bromothiazol-4-yl)cyclopropyl)methanol C(C)(C)(C)C(O)C1(CC1)C=1N=C(SC1)Br